OCCC(C1=CC=CC=C1)NS(=O)(=O)C1=CC=C(C=C1)OC(F)(F)F N-(3-hydroxy-1-phenylpropyl)-4-(trifluoromethoxy)benzenesulfonamide